S(=O)(=O)(O)C1=C(C(=O)O)C=CC(=C1)C(=O)O.[Li] lithium sulfoterephthalic acid